C(C1=CC=CC=C1)N1C(CCC1C(F)(F)F)=O 1-benzyl-5-(trifluoromethyl)pyrrolidin-2-one